FC=1C=C2C(=CN3C2=C(C1)CN(CC3)C(=O)NCC3CCNCC3)C=3C(NC(C3C3=CN=C1N3C=CC=C1)=O)=O 9-fluoro-7-(4-(imidazo[1,2-a]pyridin-3-yl)-2,5-dioxo-2,5-dihydro-1H-pyrrol-3-yl)-N-(piperidin-4-ylmethyl)-3,4-dihydro-[1,4]diazepino[6,7,1-hi]indole-2(1H)-carboxamide